C(C)C(C(=O)O)C(=O)O.C(C)C(C(=O)O)C(=O)O.C(C)C(C(=O)O)C(=O)O.C(O)C(CC)(CO)CO 1,1,1-trimethylolpropane tris(ethylmalonate)